COCOC=1C=CC2=C(C=CC=C2C1)C#C[Si](C(C)C)(C(C)C)C(C)C 3-(methoxymethoxy)-8-((triisopropylsilyl)ethynyl)naphthalene